[NH+]12CCN(CC1)CC2 4-aza-1-azoniabicyclo[2.2.2]octane